3-bromo-4-methoxybenzenethiol BrC=1C=C(C=CC1OC)S